3-trifluoromethyl-4-fluorophenylboronic acid FC(C=1C=C(C=CC1F)B(O)O)(F)F